C[C@@]1(C=CCCC1)C(=O)O |r| (±)-1-methyl-2-cyclohexene-1-carboxylic acid